tin undecylate C(CCCCCCCCCC)(=O)[O-].[Sn+4].C(CCCCCCCCCC)(=O)[O-].C(CCCCCCCCCC)(=O)[O-].C(CCCCCCCCCC)(=O)[O-]